FC=1C=C(C2=C(C(=C(O2)C=O)C)C1)F 5,7-difluoro-3-methylbenzofuran-2-carbaldehyde